C(C1=CC=CC=C1)OC(C)C1=CC(=CC=2N(CN(S(C21)(=O)=O)[C@H](C(=O)O)C(C)C2=C(C(=CC=C2F)C)C)C2CC2)Cl (2S)-2-(8-(1-(benzyloxy)ethyl)-6-chloro-4-cyclopropyl-1,1-dioxido-3,4-dihydro-2H-benzo[e][1,2,4]thiadiazin-2-yl)-3-(6-fluoro-2,3-dimethylphenyl)butanoic acid